5-(5-((1R,4R,7R)-7-amino-2-azabicyclo[2.2.1]heptane-2-carbonyl)-7-fluoro-1-methyl-1H-benzo[d]imidazol-2-yl)-3-ethyl-9-fluoro-1H-pyrrolo[1,2,3-de]quinoxalin-2(3H)-one N[C@H]1[C@@H]2N(C[C@H]1CC2)C(=O)C2=CC1=C(N(C(=N1)C1=CC=3C=4N1C(C(NC4C(=CC3)F)=O)CC)C)C(=C2)F